2-(5-Methoxyindol-1-yl)-N-(4-(1-((2-(trimethylsilyl)ethoxy)methyl)-1H-pyrazol-4-yl)phenyl)pyrimidin-4-amine COC=1C=C2C=CN(C2=CC1)C1=NC=CC(=N1)NC1=CC=C(C=C1)C=1C=NN(C1)COCC[Si](C)(C)C